BenzothiazoleSulfenamide S1C(=NC2=C1C=CC=C2)SN